ethyl 5,6-dichloro-2-cyano-indane-2-carboxylate ClC=1C=C2CC(CC2=CC1Cl)(C(=O)OCC)C#N